C1CC(=O)NC1=O The molecule is a dicarboximide that is pyrrolidine which is substituted by oxo groups at positions 2 and 5. It is a pyrrolidinone and a dicarboximide.